C(C)(C)(C)OC(=O)N1C(CCCC1)C1=CC=C(C=C1)N (4-aminophenyl)piperidine-1-carboxylic acid tert-butyl ester